C1(CCCC1)OC=1C=C(CN2C(N(C3=CC=C(C=C3C2=O)OCC(F)F)C2CCN(CC2)C=O)=O)C=CC1OC 4-{3-[3-(cyclopentyloxy)-4-methoxybenzyl]-6-(2,2-difluoroethoxy)-2,4-dioxo-3,4-dihydroquinazolin-1(2H)-yl}piperidine-1-carbaldehyde